ClC=1C=C(C=CC1[N+](=O)[O-])[NH-] (3-chloro-4-nitrophenyl)amid